racemic-glycidyl methyl ether COC[C@H]1CO1 |r|